5-((4-aminobutyl)(3-hydroxypropyl)amino)pentanoic acid undecyl ester C(CCCCCCCCCC)OC(CCCCN(CCCO)CCCCN)=O